2-(4-Aminopiperidin-1-yl)-6-methyl-N-(5-methyl-1H-pyrazol-3-yl)pyrimidin-4-amine hydrochloride Cl.NC1CCN(CC1)C1=NC(=CC(=N1)NC1=NNC(=C1)C)C